tert-butyl (4-(2-(1-((R)-6-fluoro-6,7-dihydro-5H-pyrrolo[1,2-c]imidazol-1-yl)-2-oxo-2-(thiazol-2-ylamino)ethyl)-4,7-dimethyl-2H-indazol-6-yl)phenethyl)(methyl)carbamate F[C@@H]1CC=2N(C=NC2C(C(NC=2SC=CN2)=O)N2N=C3C(=C(C=C(C3=C2)C)C2=CC=C(CCN(C(OC(C)(C)C)=O)C)C=C2)C)C1